C(C)(C)(C)N1C(NC2=C1C=C(C=C2)OC2=C(C=C(C=C2Cl)N2C(=NOC2=O)C(=O)N)Cl)=O (4-((3-(tert-butyl)-2-oxo-2,3-dihydro-1H-benzo[d]imidazol-5-yl)oxy)-3,5-dichlorophenyl)-5-oxo-4,5-dihydro-1,2,4-oxadiazole-3-carboxamide